4-(2-(4-morpholinophenylamino)thieno[3,2-d]pyrimidin-7-yl)benzenesulfonamide O1CCN(CC1)C1=CC=C(C=C1)NC=1N=CC2=C(N1)C(=CS2)C2=CC=C(C=C2)S(=O)(=O)N